1-(1-(2-(4-(trifluoromethyl)phenyl)acetyl)piperidin-4-yl)-2,3-dihydro-1H-benzo[d]imidazol-4-carboxylic acid FC(C1=CC=C(C=C1)CC(=O)N1CCC(CC1)N1CNC2=C1C=CC=C2C(=O)O)(F)F